FC1=C(C=C(C=C1)F)C1=CC(=CC=C1)C[C@@H]1N(CC[C@@H]1NS(=O)(=O)C)C(C(C)C)=O N-(cis-2-((2',5'-difluorobiphenyl-3-yl)methyl)-1-isobutyrylpyrrolidin-3-yl)methanesulfonamide